FC1=C(C=C(C(=C1CCC(=O)[O-])F)C(F)(F)F)C1=C(C=C(C=C1C)C)C 3-(2,4-difluoro-2',4',6'-trimethyl-5-(trifluoromethyl)-[1,1'-biphenyl]-3-yl)propanoate